2-[(2,2-dimethyl-1,3-dioxolan-4-yl)methyl]-5-methyl-pyrazole-3-carbonyl Chloride CC1(OCC(O1)CN1N=C(C=C1C(=O)Cl)C)C